2-[(2S,6R)-2,6-dimethylmorpholin-4-yl]-6-methyl-chromen-4-one C[C@H]1CN(C[C@H](O1)C)C=1OC2=CC=C(C=C2C(C1)=O)C